N-(3,4-dihydroxybenzyl)-2-((6-methoxy-1H-benzo[d]imidazol-2-yl)thio)acetamide OC=1C=C(CNC(CSC2=NC3=C(N2)C=C(C=C3)OC)=O)C=CC1O